COC(C1=CC(=C(C=C1)N)C=1N=NN(N1)C)=O 4-amino-3-(2-methyltetrazol-5-yl)benzoic acid methyl ester